3-chloro-5-[(2S)-1-[(2R,4S)-4-[(4-methylsulfonylphenoxy)methyl]-2-methylpyrrolidin-1-yl]propan-2-yl]benzonitrile ClC=1C=C(C#N)C=C(C1)[C@@H](CN1[C@@H](C[C@@H](C1)COC1=CC=C(C=C1)S(=O)(=O)C)C)C